(2S,4r)-1-[(2S)-2-(4-cyclopropyl-triazol-1-yl)-3,3-dimethyl-butyryl]-N-[[1-(5-fluoro-2-pyridinyl)cyclopropyl]methyl]-4-hydroxy-pyrrolidine-2-carboxamide C1(CC1)C=1N=NN(C1)[C@H](C(=O)N1[C@@H](C[C@H](C1)O)C(=O)NCC1(CC1)C1=NC=C(C=C1)F)C(C)(C)C